2-(1-(5-chloro-2-((6-methoxy-2-methyl-1,2,3,4-tetrahydroisoquinolin-7-yl)amino)pyrimidin-4-yl)-6-fluoro-3-methylindolin-3-yl)acetic acid ClC=1C(=NC(=NC1)NC1=C(C=C2CCN(CC2=C1)C)OC)N1CC(C2=CC=C(C=C12)F)(C)CC(=O)O